OC=1C=CC=CC1C1=CC=CC=C1 3-hydroxy-4,4'-biphenyl